N-{5-[2-(2-chloro-6-fluorophenyl)acetamido]pyridazin-3-yl}-N-(3,4-difluorophenyl)acetamide ClC1=C(C(=CC=C1)F)CC(=O)NC=1C=C(N=NC1)N(C(C)=O)C1=CC(=C(C=C1)F)F